CC(=CCC/C(=C/CC/C(=C/CC/C(=C/CC/C(=C/CC/C(=C/CC1=C(C=CC(=C1)O)O)/C)/C)/C)/C)/C)C 2-Hexaprenylhydroquinone